O1CCN(CC1)C1=CC=C(S1)C=C1C(=NOC1=O)C(F)(F)F 4-((5-morpholinothiophen-2-yl)methylene)-3-(trifluoromethyl)isoxazol-5(4H)-one